2,5-pyridinedicarboxylate N1=C(C=CC(=C1)C(=O)[O-])C(=O)[O-]